3-bromo-2-fluoro-N-(2,3,4-trimethoxybenzyl)aniline BrC=1C(=C(NCC2=C(C(=C(C=C2)OC)OC)OC)C=CC1)F